C(O)CCCNC(C=C)=O N-methylolpropyl-acrylamide